FC1(CC(C1)C#CC1=C2CCCN(C2=CC=C1)C1=NC=2N(C3=CC=C(C=C13)F)C(=NN2)C)F 5-(5-((3,3-difluorocyclobutyl)ethynyl)-3,4-dihydroquinolin-1(2H)-yl)-7-fluoro-1-methyl-[1,2,4]triazolo[4,3-a]quinazoline